N[C@@H](CCCNC(N)=N)C(=O)O.C=1C(=CCN2C=CC=CC12)C(=O)O quinolizine-2-carboxylic acid arginine salt